9-(4-chloro-2-methyl-2H-indazol-5-yl)-5-(1,9-diazaspiro[5.5]undec-9-yl)-7H-imidazo[1,2-c]pyrrolo[3,2-e]pyrimidine ClC=1C2=CN(N=C2C=CC1C1=CNC2=C1C=1N(C(=N2)N2CCC3(CCCCN3)CC2)C=CN1)C